(S)-1-(3-bromophenyl)-1-((4-(5-(1,1-difluoroethyl)-1,2,4-oxadiazol-3-yl)bicyclo[2.2.2]octan-1-yl)methyl)-3-(2-fluoro-3-hydroxy-3-methylbutyl)urea BrC=1C=C(C=CC1)N(C(=O)NC[C@@H](C(C)(C)O)F)CC12CCC(CC1)(CC2)C2=NOC(=N2)C(C)(F)F